BrC1=C(C=CC=C1)N1N=COC1C1=CC=CC=C1 4-(2-bromophenyl)-5-phenyl-1,3,4-oxadiazole